C(C=C)(=O)N1C(C(CCC1)CNC1=C2C(=NC=C1C(=O)N)NC=C2)C2CC2 4-(((1-Acryloyl-2-cyclopropylpiperidin-3-yl)methyl)amino)-1H-pyrrolo[2,3-b]pyridine-5-carboxamide